C(CCCCC)C(C(=O)OCCCCCC=O)CCCCCCCC 6-oxohexyl 2-hexyldecanoate